rhodium ruthenium nickel [Ni].[Ru].[Rh]